5-chloro-4-(1H-indazol-6-yl)-N-(4-(4-methylpiperazin-1-yl)phenyl)pyrimidin-2-amine ClC=1C(=NC(=NC1)NC1=CC=C(C=C1)N1CCN(CC1)C)C1=CC=C2C=NNC2=C1